(E)-2-(3,3-dimethylbut-1-en-1-yl)-4,4,5,5-tetramethyl-1,3,2-dioxaborolane CC(/C=C/B1OC(C(O1)(C)C)(C)C)(C)C